C(C)(C)(C)N1CCCC1 tert-Butyl-(3S)-pyrrolidin